Methyl-O-{2-[2-(2-methoxyethoxy)ethoxy]ethyl}-N-(2-methoxy-2-oxoethyl)-L-tyrosinate COC([C@@H](NCC(=O)OC)CC1=CC=C(C=C1)OCCOCCOCCOC)=O